(3S,6S,9S,12S,15S)-6-(aminomethyl)-9-cyclohexyl-16-(2-cyclohexylethyl)-3-((S)-1-hydroxyethyl)-12-isobutyl-13,15-dimethyl-1,4,7,10,13,16-hexaazacyclooctadecane-2,5,8,11,14-pentaone NC[C@H]1C(N[C@H](C(NCCN([C@H](C(N([C@H](C(N[C@H](C(N1)=O)C1CCCCC1)=O)CC(C)C)C)=O)C)CCC1CCCCC1)=O)[C@H](C)O)=O